[NH4+].FC=1C(=C(C(=O)[NH-])C=CC1O)F difluoro-4-hydroxybenzamide, ammonium salt